ClC=1C=CC(=NC1)CN1N=C2N([C@@H](CCC2)C(=O)N2C[C@H]([C@H](C2)F)F)C1=O (5S)-2-[(5-Chloropyridin-2-yl)methyl]-5-{[(3R,4S)-3,4-difluoropyrrolidin-1-yl]carbonyl}-5,6,7,8-tetrahydro[1,2,4]triazolo[4,3-a]pyridin-3(2H)-one